7,7-dimethyl-6,7-dihydro-5H-pyrrolo[3,4-b]pyridin-5-one CC1(NC(C=2C1=NC=CC2)=O)C